Tert-butyl 4-[1-(2,6-dioxopiperidin-3-yl)-3-methyl-2-oxo-1,3-benzodiazol-5-yl]piperazine-1-carboxylate O=C1NC(CCC1N1C(N(C2=C1C=CC(=C2)N2CCN(CC2)C(=O)OC(C)(C)C)C)=O)=O